5-[(2-amino-3-fluoropyridin-4-yl)methyl]-4-chloro-N-(4-chloro-2-fluorophenyl)pyridin-3-amine NC1=NC=CC(=C1F)CC=1C(=C(C=NC1)NC1=C(C=C(C=C1)Cl)F)Cl